C(C=CC=CCC=CCC=CCC=CCC=CCC=CCC)(=O)SCCNC(CCNC([C@@H](C(COP(OP(OC[C@@H]1[C@H]([C@H]([C@@H](O1)N1C=NC=2C(N)=NC=NC12)O)OP(=O)(O)O)(=O)O)(=O)O)(C)C)O)=O)=O 2,4,7,10,13,16,19-Docosaheptaenoyl-CoA